2-Methyl-5-ethylpyridin CC1=NC=C(C=C1)CC